The molecule is the O-diphospho derivative of lavandulol. It derives from a lavandulol. It is a conjugate acid of a lavandulyl diphosphate(3-). CC(=CCC(COP(=O)(O)OP(=O)(O)O)C(=C)C)C